(R)-(6,7-dichloro-1-methyl-8-(methylthio)-1,3,4,5-tetrahydro-2H-pyrido[4,3-b]indol-2-yl)(5-methoxypyrimidin-2-yl)methanone ClC1=C(C(=CC=2C3=C(NC12)CCN([C@@H]3C)C(=O)C3=NC=C(C=N3)OC)SC)Cl